(R)-4-(3-(dimethylamino)-3-(3-(trifluoromethyl)phenethyl)-piperidin-1-yl)-2-fluoro-N-(pyrimidin-4-yl)benzenesulfonamide CN([C@]1(CN(CCC1)C1=CC(=C(C=C1)S(=O)(=O)NC1=NC=NC=C1)F)CCC1=CC(=CC=C1)C(F)(F)F)C